2-(2-methoxy-2-oxoethyl)benzoic acid COC(CC1=C(C(=O)O)C=CC=C1)=O